(S)-4-(6-chloro-7-(2-fluoro-5-methylphenyl)-1-(2-isopropyl-4-methylpyridin-3-yl)-2-Oxo-1,2-dihydropyrido[2,3-d]pyrimidin-4-yl)-3-methylpiperazine-1-carboxylate ClC1=CC2=C(N(C(N=C2N2[C@H](CN(CC2)C(=O)[O-])C)=O)C=2C(=NC=CC2C)C(C)C)N=C1C1=C(C=CC(=C1)C)F